N-cyclohexylPropionamide C1(CCCCC1)NC(CC)=O